methoxy-pyridine-3-carboxylic acid COC1=NC=CC=C1C(=O)O